tert-butyl (1-(4-amino-5-iodo-1-methyl-6-oxo-1,6-dihydropyridin-2-yl)-4-methylpiperidin-4-yl)carbamate NC=1C=C(N(C(C1I)=O)C)N1CCC(CC1)(C)NC(OC(C)(C)C)=O